hexahydro-1H-pyrazino[1,2-c]pyrimidine C1NCCN2CNCC=C21